(1,5-cyclooctadiene) Palladium (II) dichloride [Pd](Cl)Cl.C1=CCCC=CCC1